tert-butyl 2-formylindoline-1-carboxylate C(=O)C1N(C2=CC=CC=C2C1)C(=O)OC(C)(C)C